C(C)S(=O)(=O)C=1SC2=C(N1)C=CC(=C2)NS(=O)(=O)C2=CC(=C(C=C2)F)F N-(2-(ethylsulfonyl)benzo[d]thiazol-6-yl)-3,4-difluorobenzenesulfonamide